2-[[(Butylamino)carbonyl]oxy]ethylacrylat C(CCC)NC(=O)OCCOC(C=C)=O